6-nitro-2,3-dihydro-[1,4]dioxino[2,3-b]pyridine [N+](=O)([O-])C1=CC=C2C(=N1)OCCO2